C(C=C)N1N(C2=NC(=NC=C2C1=O)S(=O)C)C1=NC(=CC=C1)C(C)(C)O 2-allyl-1-(6-(2-hydroxyprop-2-yl)pyridin-2-yl)-6-(methylsulfinyl)-1,2-dihydro-3H-pyrazolo[3,4-d]pyrimidin-3-one